BrC1=C(SC(=C1)CC(C)C)C=O 3-Bromo-5-isobutylthiophene-2-carbaldehyde